(R)-6-(4-(3-aminopropyl)piperazin-1-yl)-N-(1-(3-fluorophenyl)piperidin-3-yl)pyrimidin-4-amine NCCCN1CCN(CC1)C1=CC(=NC=N1)N[C@H]1CN(CCC1)C1=CC(=CC=C1)F